NC1=CN=C(S1)C=1C=C(SC1)CNC(=O)[C@H]1N(CC2(OCCO2)C1)C(CNC(C1=CC=C(C=C1)OC1=CC=C(C=C1)F)=O)=O (S)-N-((4-(5-aminothiazol-2-yl)thiophen-2-yl)methyl)-7-((4-(4-fluorophenoxy)benzoyl)glycyl)-1,4-dioxa-7-azaspiro[4.4]nonane-8-carboxamide